COC=1C=C(C=CC1OC)C=1N=C2N(C(C1)=O)C=C(C=C2)C2CCNCC2 2-(3,4-Dimethoxyphenyl)-7-(piperidin-4-yl)-4H-pyrido[1,2-a]pyrimidin-4-one